FC([C@@](C(=O)OC=1C(C=NN2[C@H](N3N(C(C21)=O)CCCC3)C(C3=CC(=CC=C3)F)C3=CC(=CC=C3)F)=O)(C3=CC=CC=C3)OC)(F)F (S)-12-(bis(3-fluorophenyl)methyl)-3,5-dioxo-3,5,7,8,9,10-hexahydro-12H-dipyridazino[1,2-a:1',6'-d][1,2,4]triazin-4-yl (S)-3,3,3-trifluoro-2-methoxy-2-phenylpropanoate